O1N=NC2=C1C=CC=C2 benzoxadiazole